N-tert-butyl-1-[1-[5-[5-(trifluoromethyl)-1,2,4-oxadiazol-3-yl]-2-thienyl]ethyl]pyrazole-4-carboxamide C(C)(C)(C)NC(=O)C=1C=NN(C1)C(C)C=1SC(=CC1)C1=NOC(=N1)C(F)(F)F